4-((4-(dimethylamino)phenyl)amino)-1H-pyrrolo[3,2-c][1,6]naphthyridine-2-carboxylic acid CN(C1=CC=C(C=C1)NC1=NC=2C=CN=CC2C2=C1C=C(N2)C(=O)O)C